NC1(CN(C1)C=1C=C2C(=NC1)C1(CN(C1)C[C@H]1CN(C[C@H](O1)C)C=1C=3N(C(=CC1)C#N)N=CC3F)OC2)C 4-[(2S,6r)-2-[[3-(3-amino-3-methyl-azetidin-1-yl)spiro[5H-furo[3,4-b]pyridin-7,3'-azetidine]-1'-yl]methyl]-6-methyl-morpholin-4-yl]-3-fluoro-pyrazolo[1,5-a]pyridine-7-carbonitrile